octadecyl-dimethyl-silyl-ammonium chloride [Cl-].C(CCCCCCCCCCCCCCCCC)[N+]([SiH3])(C)C